NC(C(=O)N1[C@@H]2CN([C@H](C1)C2)C2=CC=1C[C@@H]3N(CC1C=C2)[C@@H](CN(C3)C3=C2C=CC=NC2=C(C=C3)C#N)C)(C)C 5-[(4R,11aS)-9-[(1S,4S)-5-(2-amino-2-methyl-propanoyl)-2,5-diazabicyclo[2.2.1]heptan-2-yl]-4-methyl-1,3,4,6,11,11a-hexahydropyrazino[1,2-b]isoquinolin-2-yl]quinoline-8-carbonitrile